2,4,6-trimethyl-benzoylphosphine oxide CC1=C(C(=O)[PH2]=O)C(=CC(=C1)C)C